(E)-3-((4-nitrophenyl)amino)-1-phenylprop-2-ene-1-one [N+](=O)([O-])C1=CC=C(C=C1)N/C=C/C(=O)C1=CC=CC=C1